15-1-(3,4-dihydroxy-5-oxo-2,5-dihydrofuran-2-yl)ethane-1,2-diyl bis(naphthalen-1-ylcarbamate) C1(=CC=CC2=CC=CC=C12)NC(OC(COC(NC1=CC=CC2=CC=CC=C12)=O)C1OC(C(=C1O)O)=O)=O